C(C)N(CCNC(=O)C=1C(=C(NC1C)C=C1C(N(C2=CC=C(C=C12)F)C(=O)OCCC)=O)C)CC propyl 3-((4-(2-(diethylamino)ethylcarbamoyl)-3,5-dimethyl-1H-pyrrol-2-yl)methylene)-5-fluoro-2-oxoindoline-1-carboxylate